CC1(CN(C=2C1=NC=CC2)C2=NC(=NC=C2)NC2=C(C=C(C(=C2)[N+](=O)[O-])F)OC)C 4-(3,3-dimethyl-2,3-dihydro-1H-pyrrolo[3,2-b]pyridin-1-yl)-N-(4-fluoro-2-methoxy-5-nitrophenyl)pyrimidin-2-amine